CC1=C(C=CC=C1C(F)(F)F)N1C(C(=CC=C1C(F)(F)F)C(=O)O)=O 1-[2-methyl-3-(trifluoromethyl)phenyl]-2-oxo-6-(trifluoromethyl)pyridine-3-carboxylic acid